OCC1OCC(C1O)C (hydroxymethyl)-4-methyltetrahydrofuran-3-ol